FC(C=1OC(=NN1)C1=CC(=C(C=C1)CN1N=NC(=C1)C1=CC(=CC=C1)C1CCN(CC1)CC(C)(C)F)F)F 2-(difluoromethyl)-5-(3-fluoro-4-((4-(3-(1-(2-fluoro-2-methylpropyl)piperidin-4-yl)phenyl)-1H-1,2,3-triazol-1-yl)methyl)phenyl)-1,3,4-oxadiazole